5-bromobenzene-d5 BrC1=C(C(=C(C(=C1[2H])[2H])[2H])[2H])[2H]